(S)-3-((2-(hydroxymethyl)pyridin-4-yl)oxy)pyrrolidine-1-carboxylic acid tert-butyl ester C(C)(C)(C)OC(=O)N1C[C@H](CC1)OC1=CC(=NC=C1)CO